N-(3-chlorophenyl)-N-methylalanine ethyl ester C(C)OC([C@@H](N(C)C1=CC(=CC=C1)Cl)C)=O